(6-(6-cyclopropyl-7-methoxyimidazo[1,2-b]pyridazin-3-yl)-5-fluoro-2-(((3S,4S)-4-fluoropiperidin-3-yl)amino)pyridin-3-yl)methanol C1(CC1)C=1C(=CC=2N(N1)C(=CN2)C2=C(C=C(C(=N2)N[C@H]2CNCC[C@@H]2F)CO)F)OC